BrC1=C(C=C(OC2CCC(CC2)OCC=O)C=C1)C 2-(((1r,4r)-4-(4-bromo-3-methylphenoxy)cyclohexyl)oxy)acetaldehyde